2-((1S,2R)-1-(2-chlorophenyl)-1-(4-ethyl-1H-pyrazol-1-yl)propan-2-yl)-5-hydroxy-N-(isoxazol-4-yl)-1-methyl-6-oxo-1,6-dihydropyrimidine-4-carboxamide ClC1=C(C=CC=C1)[C@H]([C@@H](C)C=1N(C(C(=C(N1)C(=O)NC=1C=NOC1)O)=O)C)N1N=CC(=C1)CC